ClC1=C(C(=O)O)C=C(CC1)Cl 2,5-dichloro-3,4-dihydrobenzoic acid